6-amino-3-hydroxypyridazine NC1=CC=C(N=N1)O